tert-butyl (E)-4-(5-((Z)-4-ethylbenzylidene)-2,4-dioxothiazolidin-3-yl)but-2-enoate C(C)C1=CC=C(\C=C/2\C(N(C(S2)=O)C/C=C/C(=O)OC(C)(C)C)=O)C=C1